S(C1=C(C=C(C(=C1)C(C)(C)C)O)C)C1=C(C=C(C(=C1)C(C)(C)C)O)C 4,4'-thiobis-[3-methyl-6-t-butylphenol]